C(CC\C=C/C\C=C/C\C=C/C\C=C/C\C=C/C\C=C/CC)(=O)O (4Z,7Z,10Z,13Z,16Z,19Z)-4,7,10,13,16,19-docosahexaenoic acid